2,8-diazaspiro[4.5]decane-8-carboxylate C1NCCC12CCN(CC2)C(=O)[O-]